7-formyl-1-oxo-4-(pyrazolo[1,5-a]pyridin-3-yl)isoindole-2-carboxylic acid tert-butyl ester C(C)(C)(C)OC(=O)N1C(C2=C(C=CC(=C2C1)C=1C=NN2C1C=CC=C2)C=O)=O